trans-2-[[4-[[4-(trifluoromethyl)phenyl]methyl]pyrazolo[1,5-a]pyridine-3-carbonyl]amino]spiro[3.3]heptane-6-carboxylic acid FC(C1=CC=C(C=C1)CC=1C=2N(C=CC1)N=CC2C(=O)NC2CC1(C2)CC(C1)C(=O)O)(F)F